C(C)(C)(C)NSC=1SC2=C(N1)C=CC=C2 N-Tert-Butyl-2-benzo-thiazolesulfenamide